N-((1-methyl-5-(4-nitrophenoxy)-1H-pyrazol-3-yl)methyl)pyridin-2-amine CN1N=C(C=C1OC1=CC=C(C=C1)[N+](=O)[O-])CNC1=NC=CC=C1